N-(1-(2-cyclopropylphenyl)-2-(oxiran-2-yl)ethyl)-2-methylpropane-2-sulfonamide C1(CC1)C1=C(C=CC=C1)C(CC1OC1)NS(=O)(=O)C(C)(C)C